3-[5-[(3S)-3-[[tert-butyl(dimethyl)silyl]oxymethyl]pyrrolidin-1-yl]-3-methyl-2-oxo-benzimidazol-1-yl]piperidine-2,6-dione [Si](C)(C)(C(C)(C)C)OC[C@@H]1CN(CC1)C1=CC2=C(N(C(N2C)=O)C2C(NC(CC2)=O)=O)C=C1